3-(4-chlorophenyl)-1-[3-(pyridin-2-yl)phenyl]urea ClC1=CC=C(C=C1)NC(NC1=CC(=CC=C1)C1=NC=CC=C1)=O